(2S,4S,5S)-2,4-dibenzyloxy-5-benzyloxymethyl-5-hydroxy-cyclohexanone C(C1=CC=CC=C1)O[C@@H]1C(C[C@]([C@H](C1)OCC1=CC=CC=C1)(O)COCC1=CC=CC=C1)=O